2-(Cyclopropoxy)-N-(5-silaspiro[4.5]decan-8-yl)-4H-pyrrolo[2,3-d]thiazole-5-carboxamide C1(CC1)OC=1SC2=C(N1)NC(=C2)C(=O)NC2CC[Si]1(CCCC1)CC2